(E)-3-(5-(2-ethoxyvinyl)-6-methylpyridin-3-yl)-5-(trifluoromethyl)-1,2,4-oxadiazole C(C)O/C=C/C=1C=C(C=NC1C)C1=NOC(=N1)C(F)(F)F